N-formyl-N-sodioformamide C(=O)N(C=O)[Na]